C(C)C=1C(=CC2=C(N=C(S2)C)C1)N 5-ethyl-2-methylbenzo[d]thiazol-6-amine